(R)-5-(5-(1-(3,5-dimethyl-pyridazin-4-yl)ethoxy)-6-methoxy-1H-indazol-3-yl)-2,3-dimethoxy-benzonitrile CC=1N=NC=C(C1[C@@H](C)OC=1C=C2C(=NNC2=CC1OC)C=1C=C(C(=C(C#N)C1)OC)OC)C